Magnesium potassium ammonium phosphorus [P+3].[NH4+].[K+].[Mg+2]